C1C=2N(C=N1)C=CC2 1H-pyrrolo[1,2-c]imidazol